ClC1=C(C(=CC=C1)Cl)C=1OC(=C(N1)C(=O)N)NC1=CC(=C(C=C1)C(=O)N1CCS(CC1)(=O)=O)F (2,6-dichlorophenyl)-5-[3-fluoro-4-(1,1-dioxo-1,4-thiazinane-4-carbonyl)anilino]oxazole-4-carboxamide